1-(6-bromobenzo[d]isoxazol-3-yl)-3-(4-methoxybenzyl)dihydropyrimidine-2,4(1H,3H)-dione BrC1=CC2=C(C(=NO2)N2C(N(C(CC2)=O)CC2=CC=C(C=C2)OC)=O)C=C1